CCCCCCCCCCCCC(=O)O[C@H](COC(=O)CCCC/C=C\C/C=C\C/C=C\CCCCC)COP(=O)(O)OC[C@H](CO)O 1-(6Z,9Z,12Z-octadecatrienoyl)-2-tridecanoyl-glycero-3-phospho-(1'-sn-glycerol)